COC1C(COC1)N1CCCCC1 1-(4-methoxytetrahydrofuran-3-yl)piperidin